Methyl (E)-4-hydroxy-5-(((2-hydroxyethyl)imino)methyl)-2,3-dimethylbenzoate OC1=C(C(=C(C(=O)OC)C=C1/C=N/CCO)C)C